6,7-dihydroindolizine C1=CCN2CCCC=C12